4-(Dimethylamino)butanoic acid HCl salt Cl.CN(CCCC(=O)O)C